NC1=CC(=C(C=N1)N1C[C@@H](N(CC1)C(=O)C1=NC=C(C=C1)OC1=CC=CC=C1)[C@@H](C)O)OC (1R)-1-[(2R)-4-(6-amino-4-methoxypyridin-3-yl)-1-(5-phenoxypyridine-2-carbonyl)piperazin-2-yl]ethan-1-ol